Cyclopropanesulfonyl chloride C1(CC1)S(=O)(=O)Cl